C1=C(C=CC2=CC=CC=C12)C1=NC(=NO1)C=1C=C(C(=O)O)C=CC1 3-(5-(naphthalen-2-yl)-1,2,4-oxadiazol-3-yl)benzoic acid